2-(tert-butylsulfanyl)-ethylamine C(C)(C)(C)SCCN